1-phenyl-1H-benzo[d]imidazole-6-carbaldehyde C1(=CC=CC=C1)N1C=NC2=C1C=C(C=C2)C=O